ClC1=C(C(=CC=C1)C1=CC(=NC=C1)F)CC(=O)OC methyl 2-(2-chloro-6-(2-fluoropyridin-4-yl)-phenyl)acetate